CN1CC2=CC(=CC(=C2CC1)C)C=1C=C(C(=NC1)[N+](=O)[O-])OCC=1C(=NC=CC1)N ((5-(2,5-dimethyl-1,2,3,4-tetrahydroisoquinolin-7-yl)-2-nitropyridin-3-yl)oxymethyl)pyridin-2-amine